ethyl 3-((3-bromo-6-cyano-2-fluorophenyl)amino)-3-oxopropanoate BrC=1C(=C(C(=CC1)C#N)NC(CC(=O)OCC)=O)F